2-bromo-N-(5-(cyclobutylmethoxy)pyridin-2-yl)propanamide BrC(C(=O)NC1=NC=C(C=C1)OCC1CCC1)C